C(C)N(CC)OC=1C(C=O)=CC=CC1 (diethylamino)salicylaldehyde